CN1N=NC2=C1C=CC(=C2C)[C@@H](CC(=O)OC)C2=CC(=C(C=C2)C)CN2CC(OC1=C(C2)N=C(C=C1)O)(C)C Methyl (S)-3-(1,4-dimethyl-1H-benzo[d][1,2,3]triazol-5-yl)-3-(3-((7-hydroxy-2,2-dimethyl-2,3-dihydropyrido[2,3-f][1,4]oxazepin-4(5H)-yl)methyl)-4-methylphenyl)-propanoate